C1(CCC1)N(C1=C(C=C(C(=O)O)C=C1)OC)C1=CC(=CC(=C1)C1CCCCC1)C1CCCCC1 4-(cyclobutyl-(3,5-dicyclohexylphenyl)amino)-3-methoxybenzoic acid